(5R)-3,3-difluoro-5-[(3-hydroxypropyl)amino]piperidine-1-carboxylic acid tert-butyl ester C(C)(C)(C)OC(=O)N1CC(C[C@H](C1)NCCCO)(F)F